ClC=1C=NC(=C(C(=O)NC2CCC(CC2)CN2C(N(C3=C2C=CC=C3)C=3C(=NC(=CC3)C)C)=O)C1)C(F)F 5-chloro-2-(difluoromethyl)-N-((1r,4r)-4-((3-(2,6-dimethylpyridin-3-yl)-2-oxo-2,3-dihydro-1H-benzo[d]imidazol-1-yl)methyl)cyclohexyl)nicotinamide